(E)-3-(2-((4-(2-(4-chloro-2-fluorophenyl)-2-methylbenzo[d][1,3]dioxol-4-yl)piperidin-1-yl)methyl)-1-((4-methyloxazol-5-yl)methyl)-1H-imidazol-5-yl)acrylic acid ClC1=CC(=C(C=C1)C1(OC2=C(O1)C=CC=C2C2CCN(CC2)CC=2N(C(=CN2)/C=C/C(=O)O)CC2=C(N=CO2)C)C)F